acetic acid-disodium salt [Na+].[Na+].C(C)(=O)[O-].C(C)(=O)[O-]